5-(6-methoxy-3-pyridyl)-N-[2-(4-pyridyl)ethyl]imidazo[2,1-b][1,3,4]thiadiazol-2-amine COC1=CC=C(C=N1)C1=CN=C2SC(=NN21)NCCC2=CC=NC=C2